Tert-butyl N-[1-(8-{2-[ethyl(isopropyl)carbamoyl]-4-fluorophenyl}-3-methylimidazo[1,5-a]pyridin-6-yl)azetidin-3-yl]carbamate C(C)N(C(=O)C1=C(C=CC(=C1)F)C=1C=2N(C=C(C1)N1CC(C1)NC(OC(C)(C)C)=O)C(=NC2)C)C(C)C